C(C)(C)(C)OC(=O)N1CCN(CC1)C1=NC(=NC2=CC(=C(C=C12)OC)O)N1CCCC1 tert-butyl-4-(7-hydroxy-6-methoxy-2-(pyrrolidin-1-yl)quinazolin-4-yl)piperazine-1-carboxylate